C(C)OC1=CC=C(C=C1)C=1SC=C(N1)C(=O)OCC1=CC=NC=C1 Pyridin-4-ylmethyl 2-(4-ethoxyphenyl)thiazole-4-carboxylate